(R)-N-(2-amino-2-oxoethyl)-2-(methyl(2-oxo-4-(o-tolyl)-2H-chromen-7-yl)amino)propanamide NC(CNC([C@@H](C)N(C1=CC=C2C(=CC(OC2=C1)=O)C1=C(C=CC=C1)C)C)=O)=O